C(C)OC(=O)C1(CCSCC1)NC(CC1=CNC2=CC=C(C=C12)Br)=O 4-(2-(5-Bromo-1H-indol-3-yl)acetamido)tetrahydro-2H-thiopyran-4-carboxylic acid ethyl ester